(2,4,6-trichlorophenoxyethyl)propylamine ClC1=C(OCCNCCC)C(=CC(=C1)Cl)Cl